N-(5-chloro-7-(pyrrolidin-1-ylmethyl)-1-((2-(trimethylsilyl)ethoxy)methyl)-1H-pyrazolo[4,3-b]pyridin-3-yl)-N-(methylsulfonyl)methanesulfonamide ClC1=CC(=C2C(=N1)C(=NN2COCC[Si](C)(C)C)N(S(=O)(=O)C)S(=O)(=O)C)CN2CCCC2